CC1(CCN(CC1)C(=O)N1N=C(C=C1)C(=O)O)N(CC1=CC(=C(C=C1)N1CCCC1)C(F)(F)F)C 1-(4-methyl-4-(methyl(4-(pyrrolidin-1-yl)-3-(trifluoromethyl)benzyl)amino)piperidine-1-carbonyl)-1H-pyrazole-3-carboxylic acid